C(C)(=O)N1CC(C1)C1=NN(C=2C=CC=C(C12)C1=C(C=C2C=NN(C2=C1)C)F)CC(=O)N(C)CC(=O)NCC(=O)O (2-{2-[3-(1-acetylazetidin-3-yl)-5'-fluoro-1'-methyl-[4,6'-biindazol]-1-yl]-N-methylacetamido}acetamido)acetic acid